CC=1C(=NC=C(C(=O)NC2=CC(=CC=C2)[C@H](C)NC2=CN=C3C(=N2)N(N=C3)C)C1)CN1CCN(CC1)C (S)-5-methyl-N-(3-(1-((1-methyl-1H-pyrazolo[3,4-b]pyrazin-6-yl)amino)ethyl)phenyl)-6-((4-methylpiperazin-1-yl)methyl)nicotinamide